CC1(CC(CC1)OC=1C=C(C=CC1)C1=C(N=C(S1)NS(=O)(=O)C1=CC(=CC=C1)N1N=CC=C1)C1=C(C=CC=C1C)C)C N-(5-(3-((3,3-dimethylcyclopentyl)oxy)phenyl)-4-(2,6-dimethylphenyl)thiazol-2-yl)-3-(1H-pyrazol-1-yl)benzenesulfonamide